C(CCCCCCCCC(C)C)I isododecyl iodide